C(C)(C)(C)C=1C(C(=CC(C1)(C)O)C(C)(C)C)=O 2,6-bis(t-butyl)-4-hydroxy-4-methyl-2,5-cyclohexadien-1-one